NC1=C(C=C(C=C1OC)F)C(C)=O 1-(2-amino-5-fluoro-3-methoxyphenyl)ethanone